C(CCC)[C@H]1N(S(C2=C(N(C1)C1=CC=CC=C1)C=C(C(=C2)C=2C=CC(=C(C(=O)O)C2)F)F)(=O)=O)C (R)-5-(3-butyl-7-fluoro-2-methyl-1,1-dioxido-5-phenyl-2,3,4,5-tetrahydrobenzo[f][1,2,5]thiadiazepin-8-yl)-2-fluorobenzoic acid